4-(5,6-dihydro-4H-pyrrolo[1,2-b]pyrazol-3-yl)-benzylamine N=1N2C(=C(C1)C1=CC=C(CN)C=C1)CCC2